ClC1=C(C(=CC=C1)Cl)N1CC(C1)C1=CC=C(CN2C[C@@H](CC2)C(=O)OC)C=C1 methyl (R)-1-(4-(1-(2,6-dichlorophenyl)azetidin-3-yl)benzyl)pyrrolidine-3-carboxylate